lead tri-iodide [Pb](I)(I)I